CC(COC=1C=C(C(=O)O)C=CC1Cl)COC(C=CC)=O 3-(2-methyl-3-butenoyloxypropoxy)-4-chlorobenzoic acid